C(C1CCC(CC1)N=C=O)C1CCC(CC1)N=C=O 1,1'-Methylenbis(4-isocyanatocyclohexan)